2,3,5,6-tetrakis(carbazole-9-yl)-1,4-dicyanobenzene C1=CC=CC=2C3=CC=CC=C3N(C12)C1=C(C(=C(C(=C1N1C2=CC=CC=C2C=2C=CC=CC12)C#N)N1C2=CC=CC=C2C=2C=CC=CC12)N1C2=CC=CC=C2C=2C=CC=CC12)C#N